tert-Butyl (2-(4-methyl-1H-indole-2-carbonyl)-1H-indol-7-yl)carbamate CC1=C2C=C(NC2=CC=C1)C(=O)C=1NC2=C(C=CC=C2C1)NC(OC(C)(C)C)=O